COC(=O)C=1C=CC2=C(N(C(=N2)CCl)CC2OCC2)C1 (Chloromethyl)-1-(oxetan-2-ylmethyl)-1H-benzo[d]imidazole-6-carboxylic acid methyl ester